ethyl (2-cyano-2-(2-(3,5-dichloro-4-((2-(pyridazin-3-ylmethyl)-1-oxo-1,2,3,4-tetrahydroisoquinolin-6-yl)oxy)phenyl)hydrazono)acetyl)carbamate C(#N)C(C(=O)NC(OCC)=O)=NNC1=CC(=C(C(=C1)Cl)OC=1C=C2CCN(C(C2=CC1)=O)CC=1N=NC=CC1)Cl